ClC=1C(=NC(=NC1)NC1CCNCC1)C1=CN(C2=CC=CC=C12)S(=O)(=O)C1=CC=CC=C1 5-chloro-4-(1-benzenesulfonyl-1H-indol-3-yl)-N-(piperidin-4-yl)pyrimidin-2-amine